(S)-2-(5-(4-(4-Cyanophenyl)pyridin-2-yl)-1,2,4-oxadiazol-3-yl)pyrrolidine-1-carbonitrile C(#N)C1=CC=C(C=C1)C1=CC(=NC=C1)C1=NC(=NO1)[C@H]1N(CCC1)C#N